C(C)(C)(CC)O[SiH2]OC(C)(C)CC di-t-pentoxysilane